S(=O)(O)O.NC(=N)N monoguanidine sulfite